C(#N)C1=CN(C2=NC(=CC(=C21)C2=C(C(=CC=C2C)O)C)C(=O)N)C(C)C 3-Cyano-4-(3-hydroxy-2,6-dimethyl-phenyl)-1-isopropyl-pyrrolo[2,3-b]pyridine-6-carboxamide